NC1=NC=CC=C1C1=NC=2C(=NC(=CC2)C=2C=CC(=NC2)C#N)N1C1=CC=C(C=C1)CCl 5-(2-(2-Aminopyridin-3-yl)-3-(4-(chloromethyl)phenyl)-3H-imidazo[4,5-b]pyridin-5-yl)picolinonitrile